1-(tetrahydro-2H-pyran-4-yl)piperidine-4-carboxylic acid hydrazide O1CCC(CC1)N1CCC(CC1)C(=O)NN